((2R,3S,4R,5R)-5-(4-(((acetoxymethoxy)carbonyl)amino) pyrrolo[2,1-f][1,2,4]triazin-7-yl)-5-cyano-4-hydroxy-3-(propionyloxy)tetrahydrofuran-2-yl)methyl L-valinate N[C@@H](C(C)C)C(=O)OC[C@H]1O[C@@]([C@@H]([C@@H]1OC(CC)=O)O)(C#N)C1=CC=C2C(=NC=NN21)NC(=O)OCOC(C)=O